dimethylhexadecyl-(3-trimethoxysilyl-propyl)-ammonium C[N+](CCC[Si](OC)(OC)OC)(CCCCCCCCCCCCCCCC)C